OC1=CC=C(C=C1)C1=NC(SS1)=O 5-(4-oxidanylphenyl)-1,2,4-dithiazol-3-one